N-(8-fluoroimidazo[1,2-a]pyridin-6-yl)-4-(piperazin-1-yl)-2,3-dihydro-1H-pyrrolo[2,3-b]pyridine-1-carboxamide FC=1C=2N(C=C(C1)NC(=O)N1CCC=3C1=NC=CC3N3CCNCC3)C=CN2